N-2-hydroxyethyl-piperazine OCCN1CCNCC1